COC1=C(C(=O)NC(C)(C)C)C=C(C(=C1)[Si](C)(C)C)OC 2,5-dimethoxy-4-trimethylsilyl-N-tert-butylbenzamide